C(C1=CC=CC=C1)OC(=O)N1C[C@H]2C([C@H]2C1)C=C (1S,5R,6R)-6-vinyl-3-azabicyclo[3.1.0]Hexane-3-Carboxylic acid benzyl ester